3-(6-(tetrahydro-2H-pyran-4-yl)pyridin-2-yl)oxetane-3-carbohydrazide O1CCC(CC1)C1=CC=CC(=N1)C1(COC1)C(=O)NN